ClC=1C=C(C=CC1C)S(=O)(=O)NC1=C(C(=C(C=C1)F)I)F 3-chloro-N-(2,4-difluoro-3-iodophenyl)-4-methylbenzenesulfonamide